2-(6-{[3-(2,3-Dichloro-6-fluorophenyl)-1-(prop-2-enoyl)pyrrolidin-3-yl]amino}-3-(trifluoromethyl)indazol-2-yl)acetamide ClC1=C(C(=CC=C1Cl)F)C1(CN(CC1)C(C=C)=O)NC=1C=CC2=C(N(N=C2C1)CC(=O)N)C(F)(F)F